C([C@@H]1[C@@H]([C@@H]([C@H](C(O1)O)O)O)O)O (+)-Galactose